F[C@@H]1[C@@H](C1)C(=O)NC=1N=C2N(C=C(C=C2)C2=C(C(=CC=C2)F)OC)C1 (1s,2s)-2-fluoro-N-(6-(3-fluoro-2-methoxyphenyl)imidazo[1,2-a]pyridin-2-yl)cyclopropanecarboxamide